N-(1-hydroxy-2-methylpropan-2-yl)-3-(5'-(methylsulfonamido)spiro[cyclohexane-1,3'-indoline]-1'-carbonyl)benzenesulfonamide OCC(C)(C)NS(=O)(=O)C1=CC(=CC=C1)C(=O)N1CC2(C3=CC(=CC=C13)NS(=O)(=O)C)CCCCC2